4-(hydroxymethyl)-6-oxopyrimidin OCC=1N=CNC(C1)=O